BrC1=C2C=C(NC2=CC(=C1)F)C(=O)OC methyl 4-bromo-6-fluoro-1H-indole-2-carboxylate